3-(1-methyl-6-(4-(1-(piperazin-1-yl)ethyl)piperidin-1-yl)-1H-indazol-3-yl)piperidine-2,6-dione hydrochloride Cl.CN1N=C(C2=CC=C(C=C12)N1CCC(CC1)C(C)N1CCNCC1)C1C(NC(CC1)=O)=O